BrC=1C=NN(C1C(=O)OC)C methyl 4-bromo-1-methylpyrazole-5-carboxylate